C(CCCCCCCCCCCCCCC)(=O)[O-].[K+] Potassium Palmitate